(4-phenylthienyl)diphenylsulfonium hexafluoroantimonate F[Sb-](F)(F)(F)(F)F.C1(=CC=CC=C1)C=1C=C(SC1)[S+](C1=CC=CC=C1)C1=CC=CC=C1